2,3,3,4,6-pentamethyl-3,6-dihydro-2H-pyran CC1OC(C=C(C1(C)C)C)C